FC1=CC=C(C=C1)C1=NOC(=C1COC1=NC=2CCN(CC2C=C1)C=1OC(=NN1)C)C 2-(2-((3-(4-fluorophenyl)-5-methylisoxazol-4-yl)methoxy)-7,8-dihydro-1,6-naphthyridin-6(5H)-yl)-5-methyl-1,3,4-oxadiazole